[Br-].C(C1=CC=CC=C1)[N+](CC)(CCCl)CCCl benzyl-di(2-chloroethyl)ethyl-ammonium bromide